3,4-difluorobenzoinethylamine FC1=C(C(=CC=C1F)C(=O)C(O)C1=CC=CC=C1)CCN